COC=1C=C2C(=CNC2=CC1)C=O 5-methoxy-1H-indole-3-carbaldehyde